CC(=O)NC1=C(C=C(C=C1)Br)Br 2,4-dibromoacetanilide